(Z)-non-1,6-dien-4-ol C=CCC(C\C=C/CC)O